3-hydroxy-2-({2-methyl-5-[(1-methyl-1H-pyrazol-5-yl)methoxy]-2H-indazol-3-yl}formamido)propanamide OCC(C(=O)N)NC(=O)C=1N(N=C2C=CC(=CC12)OCC1=CC=NN1C)C